FC1=C(C=C(C=C1)C=1C=C2C(=NC1)NCN2CC2=NC=CC=C2)C 6-(4-Fluoro-3-methyl-phenyl)-1-(2-pyridylmethyl)-3H-imidazo[4,5-b]pyridin